4-(1-(quinolin-7-yl)ethyl)piperazine-1-carboxylic acid tert-butyl ester C(C)(C)(C)OC(=O)N1CCN(CC1)C(C)C1=CC=C2C=CC=NC2=C1